OC1=CC=C2CCNC2=C1 6-Hydroxyindoline